(2-{[9-(propan-2-yl)-2-(pyridin-3-yl)-9H-purin-6-yl]amino}ethyl)urea CC(C)N1C2=NC(=NC(=C2N=C1)NCCNC(=O)N)C=1C=NC=CC1